2-(5-((Z)-((1r,2r,5s)-2-fluoro-7-methyl-9-azabicyclo[3.3.1]non-3-ylidene)methyl)pyrazin-2-yl)-5-(1H-imidazol-1-yl)phenol F[C@H]\1[C@H]2CC(C[C@@H](C/C1=C/C=1N=CC(=NC1)C1=C(C=C(C=C1)N1C=NC=C1)O)N2)C